(E)-6-bromo-2-fluoro-3-(4-nitrostyryl)benzoic acid methyl ester COC(C1=C(C(=CC=C1Br)\C=C\C1=CC=C(C=C1)[N+](=O)[O-])F)=O